COC[C@H]1CCC2=CC=3CCCC3C(=C12)NC(=O)N=[S@@](=O)(N)C=1C=NN2C1OCCC2 (S)-N'-(((S)-3-(methoxymethyl)-1,2,3,5,6,7-hexahydro-s-indacen-4-yl)carbamoyl)-6,7-dihydro-5H-pyrazolo[5,1-b][1,3]oxazine-3-sulfonimidamide